CC=1C=CC(=NC1)CN1N=C2C3=C(CC4(C2=C1)CC4)OC(=C3C(F)(F)F)C(=O)NC[C@H]3OCCC3 2'-[(5-Methylpyridin-2-yl)methyl]-N-{[(2S)-oxolan-2-yl]methyl}-8'-(trifluoromethyl)-2',5'-dihydrospiro[cyclopropane-1,4'-furo[2,3-g]indazole]-7'-carboxamide